1-[2-Fluoro-4-(1,1,2,2,2-pentafluoroethyl)phenyl]-N-methyl-ethanamine FC1=C(C=CC(=C1)C(C(F)(F)F)(F)F)C(C)NC